O1C(=NC2=C1C=CC=C2)C=2C=C(C=CC2)C=2C(=CC=C(C2C2=CC(=CC=C2)C=2OC1=C(N2)C=CC=C1)C1=CC(=CC=C1)C=1OC2=C(N1)C=CC=C2)C2=CC=C(C=C2)N2C1=CC=CC=C1OC=1C=CC=CC21 10-(3''-(benzo[d]oxazol-2-yl)-3',4'-bis(3-(benzo[d]oxazol-2-yl)phenyl)-[1,1':2',1''-terphenyl]-4-yl)-10H-phenoxazine